N-(4-((3-chloro-2-(N-(cyclopropane-carbonyl)cyclopropanecarboxamido)pyridin-4-yl)oxy)-3-fluorophenyl)-1-(4-fluorophenyl)-6-methyl-2-oxo-1,2-dihydropyridine-3-carboxamide ClC=1C(=NC=CC1OC1=C(C=C(C=C1)NC(=O)C=1C(N(C(=CC1)C)C1=CC=C(C=C1)F)=O)F)N(C(=O)C1CC1)C(=O)C1CC1